(S)-3-(benzyloxy)-4-(5-(3,5-dimethylisoxazol-4-yl)-1-(1-(pyridin-2-yl)ethyl)-1H-pyrrolo[2,3-b]pyridin-3-yl)benzoic acid C(C1=CC=CC=C1)OC=1C=C(C(=O)O)C=CC1C1=CN(C2=NC=C(C=C21)C=2C(=NOC2C)C)[C@@H](C)C2=NC=CC=C2